tetradecylstearate C(CCCCCCCCCCCCC)OC(CCCCCCCCCCCCCCCCC)=O